tert-butyl N-[trans-4-(3-chloro-4-cyanophenoxy)cyclohexyl]carbamate ClC=1C=C(O[C@@H]2CC[C@H](CC2)NC(OC(C)(C)C)=O)C=CC1C#N